L-pyroglutamic acid butyl ester C(CCC)OC([C@H]1NC(CC1)=O)=O